2-(azepan-1-yl)-N-(3-cyanophenyl)-6-methylnicotinamide N1(CCCCCC1)C1=C(C(=O)NC2=CC(=CC=C2)C#N)C=CC(=N1)C